2-[1-tert-butoxycarbonyl-4-(4-pyridyl)-2-piperazinylcarbonylamino]-5,5-dimethyl-3-hexenoic acid C(C)(C)(C)OC(=O)N1C(CN(CC1)C1=CC=NC=C1)C(=O)NC(C(=O)O)C=CC(C)(C)C